C1(=CC=CC=C1)NS(=O)(=O)C1=C(C=CC=C1)NCC(=O)NC1CCNCC1 2-((2-(N-PHENYLSULFAMOYL)PHENYL)AMINO)-N-(PIPERIDIN-4-YL)ACETAMIDE